COC(=O)C1CN(C1)CC1=C(C=C(C=C1C)C1CN(C1)C(=O)OC(C)(C)C)C tert-butyl 3-(4-((3-(methoxycarbonyl)azetidin-1-yl)methyl)-3,5-dimethylphenyl)azetidine-1-carboxylate